melamine sodium salt [Na].N1=C(N)N=C(N)N=C1N